FC1=C(C(=CC=C1)F)C=1OC(=NN1)N1[C@@H](C2=C(CC1)NC=N2)C2=NN1C(C(=CC=C1)C)=C2 (S)-2-(2,6-difluorophenyl)-5-(4-(4-methylpyrazolo[1,5-a]pyridin-2-yl)-6,7-dihydro-1H-imidazo[4,5-c]pyridin-5(4H)-yl)-1,3,4-oxadiazole